C(=O)(O)NCCCNCCCCNCCCN Carboxyspermin